[F-].C(CCC)P(CCCC)(CCCC)CCCC Tetrabutyl-phosphine fluoride